FC1=C(C(C#N)=C(C(=C1F)F)F)C#N 3,4,5,6-Tetrafluorophthalonitrile